4-[(3as,6ar)-2-[(4-chloro-2-hydroxy-phenyl)methyl]-3a,6a-dimethyl-1,3,4,6-tetrahydropyrrolo[3,4-c]pyrrol-5-yl]-6-chloro-1-methyl-2-oxo-1,5-naphthyridine-3-carbonitrile ClC1=CC(=C(C=C1)CN1C[C@@]2(CN(C[C@@]2(C1)C)C1=C(C(N(C2=CC=C(N=C12)Cl)C)=O)C#N)C)O